(Z)-2-(4-(1-(4-amino-2-fluorobut-2-en-1-yl)-6-(trifluoromethyl)-1H-benzo[d][1,2,3]triazol-4-yl)-1H-pyrazol-1-yl)ethane-1-ol hydrochloride Cl.NC\C=C(\CN1N=NC2=C1C=C(C=C2C=2C=NN(C2)CCO)C(F)(F)F)/F